3-((3R,6S,9aS)-3,6-diisobutyl-4,7-dioxo-1-((E)-3-(pyridin-2-yl)acryloyl)hexahydropyrazino[2,1-c][1,2,4]oxadiazin-8(1H)-yl)propanamide C(C(C)C)[C@@H]1C(N2[C@@H](N(O1)C(\C=C\C1=NC=CC=C1)=O)CN(C([C@@H]2CC(C)C)=O)CCC(=O)N)=O